6-bromo-3-(4-chlorophenyl)-2-((5-chloropyridin-2-yl)methyl)-4-fluoro-3-((1-hydroxycyclopropyl)methoxy)isoindolin-1-one BrC1=CC(=C2C(N(C(C2=C1)=O)CC1=NC=C(C=C1)Cl)(OCC1(CC1)O)C1=CC=C(C=C1)Cl)F